ClC=1C=C2C(=CN=C(C2=CN1)N1[C@@H]([C@@H](C1)F)C)I 6-chloro-1-((2R,3R)-3-fluoro-2-methylazetidin-1-yl)-4-iodo-2,7-naphthyridine